3-(2,2-difluoroethyl)-7-((3-fluoro-1-methylpiperidin-4-yl)amino)-1,1-dioxidobenzo[b]thiophen FC(CC=1C2=C(S(C1)(=O)=O)C(=CC=C2)NC2C(CN(CC2)C)F)F